1-(2-(2-fluorophenyl)-1H-imidazol-5-yl)ethan-1-ol FC1=C(C=CC=C1)C=1NC(=CN1)C(C)O